2-(2-cyclopropyl-6-methoxypyridin-3-yl)-4-fluorophenol C1(CC1)C1=NC(=CC=C1C1=C(C=CC(=C1)F)O)OC